3-(3-chloro-2-methoxyanilino)-2-[3-(2-methoxy-2-methylpropoxy)pyridin-4-yl]-1,5,6,7-tetrahydro-4H-pyrrolo[3,2-c]pyridin-4-one ClC=1C(=C(NC2=C(NC3=C2C(NCC3)=O)C3=C(C=NC=C3)OCC(C)(C)OC)C=CC1)OC